C(C)OC(=O)[C@@]1(CN(CCC1)C(=O)[C@H]1COC2=C(O1)C=CC=C2)C (S)-1-((R)-2,3-dihydrobenzo[1,4]dioxine-2-carbonyl)-3-methylpiperidine-3-carboxylic acid ethyl ester